C(C=C)(=O)NC1CCC(CC1)NC(OC(C)(C)C)=O tert-butyl (4-acrylamidocyclohexyl)carbamate